FC1=CC=C2C(=CNC2=C1)C1CN(C1)CCC1=NN=C2N1C(=CC=C2F)OC 6-fluoro-3-(1-(2-(8-fluoro-5-methoxy-(1,2,4)triazolo(4,3-a)pyridin-3-yl)ethyl)azetidin-3-yl)-1H-indole